tert-butyl (2-(3-((tert-butoxycarbonyl)(6-(2-cyanopropan-2-yl)pyridin-3-yl)amino)prop-1-yn-1-yl)-1-(cyanomethyl)-1H-indol-4-yl)(1-methylpiperidin-4-yl)carbamate C(C)(C)(C)OC(=O)N(CC#CC=1N(C2=CC=CC(=C2C1)N(C(OC(C)(C)C)=O)C1CCN(CC1)C)CC#N)C=1C=NC(=CC1)C(C)(C)C#N